4-((1S,5R)-1-(5-(4-fluoropiperidin-4-yl)-1,3,4-oxadiazol-2-yl)-5-(trifluoromethyl)-3-azabicyclo[3.1.0]hexane-3-yl)pyrazolo[1,5-a]pyridine-7-carbonitrile FC1(CCNCC1)C1=NN=C(O1)[C@@]12CN(C[C@]2(C1)C(F)(F)F)C=1C=2N(C(=CC1)C#N)N=CC2